C1[C@H]([C@H](OC2=CC(=CC(=C21)O)O)C3=CC(=C(C=C3)O)O)OC(=O)C4=CC(=C(C(=C4)O)O)O The molecule is a gallate ester obtained by formal condensation of the carboxy group of gallic acid with the (3R)-hydroxy group of epicatechin. A natural product found in Parapiptadenia rigida. It has a role as a metabolite, an EC 3.2.1.1 (alpha-amylase) inhibitor and an EC 3.2.1.20 (alpha-glucosidase) inhibitor. It is a catechin, a gallate ester and a polyphenol. It derives from a (-)-epicatechin and a gallic acid.